1-(1-methylethylamino)-3-(1-methylethyl-aminomethyl)-3,5,5-trimethylcyclohexane CC(C)NC1CC(CC(C1)(C)C)(C)C(N)C(C)C